Cl.FC1=CC(=C(C=C1)C=1CCCC2=C(C1C1=CC=C(C=C1)CC1CN(C1)CCCF)C=CC(=C2OC)C(=O)O)C(F)(F)F 8-(4-fluoro-2-(trifluoromethyl)phenyl)-9-(4-((1-(3-fluoropropyl)azetidin-3-yl)methyl)phenyl)-4-methoxy-6,7-dihydro-5H-benzo[7]annulene-3-carboxylic acid hydrochloride